N-(5-cyano-1,2-dimethyl-1H-pyrrol-3-yl)-1,2-dimethyl-1H-pyrrole-3-carboxamide C(#N)C1=CC(=C(N1C)C)NC(=O)C1=C(N(C=C1)C)C